1-benzyl-6-(3,5-dimethylisoxazol-4-yl)-1H-pyrrolo[3,2-b]pyridin-5-yl formate C(=O)OC1=C(C=C2C(=N1)C=CN2CC2=CC=CC=C2)C=2C(=NOC2C)C